4-(4-{3-[(S)-2-(3-cyclopropylmethoxy-4-fluoro-phenyl)-2-hydroxy-butyl]-3H-[1,2,3]triazol-4-yl}-butyl)-piperazine-2,6-dione C1(CC1)COC=1C=C(C=CC1F)[C@](CN1N=NC=C1CCCCN1CC(NC(C1)=O)=O)(CC)O